6-(pyridin-4-yl)-1H-indole-2-carboxylic acid methyl ester COC(=O)C=1NC2=CC(=CC=C2C1)C1=CC=NC=C1